calcium (2-(1H-imidazol-1-yl) ethoxy)-3-methoxybenzoate N1(C=NC=C1)CCOC1=C(C(=O)[O-])C=CC=C1OC.[Ca+2].N1(C=NC=C1)CCOC1=C(C(=O)[O-])C=CC=C1OC